NC1=NC(=C(C(=C1C#N)C=1C=C(C=CC1)C1=C(C=CC=C1)Cl)C#N)C1=CC=CC=C1 2-amino-4-(2'-chloro-[1,1'-biphenyl]-3-yl)-6-phenylpyridine-3,5-dinitrile